BrC=1C(=C(C(=NC1C1=CC(=C(C=C1)C#N)F)N1CCC(CC1)NC(OC(C)(C)C)=O)[N+](=O)[O-])OC tert-butyl (1-(5-Bromo-6-(4-cyano-3-fluorophenyl)-4-methoxy-3-nitropyridin-2-yl)piperidin-4-yl)carbamate